C(C1=CC=CC=C1)OC(=O)N1CCC2(C(NC=3N2N=CC3)=O)CC1 oxo-1',2'-dihydrospiro[piperidine-4,3'-pyrazolo[1,5-a]imidazole]-1-carboxylic acid benzyl ester